C(C1=CC=CC=C1)N(CCCOS(=O)(=O)C1=CC=C(C=C1)C)C.C(C=C)(=O)N1CC(=CCC1)C=1C=NN(C1)CC(=O)NC1=NNC(=C1)C1CC1 2-(4-(1-propenoyl-1,2,5,6-tetrahydropyridin-3-yl)-1H-pyrazol-1-yl)-N-(5-cyclopropyl-1H-pyrazol-3-yl)acetamide 3-[benzyl(methyl)amino]propyl-4-methylbenzenesulfonate